NC1=CC=C(C=C1)C1=C(C2=C(N(C(N(C2=O)C2=NC=C(C=C2)OC2COC2)=O)CC2=C(C=CC=C2F)F)S1)CN(C)C 6-(4-Aminophenyl)-1-(2,6-difluorobenzyl)-5-((dimethylamino)methyl)-3-(5-(oxetane-3-yloxy)pyridin-2-yl)thieno[2,3-d]pyrimidine-2,4(1H,3H)-dione